FC=1C=C(C=C(C1)F)[C@@H]1CC=NN1C(=O)N1CC(C1)OC1=CC(=NC=C1F)C1=C(C=NN1C)NC(CN(C)C)=O (S)-N-(5-(4-((1-(5-(3,5-difluorophenyl)-4,5-dihydro-1H-pyrazole-1-carbonyl)azetidin-3-yl)oxy)-5-fluoropyridin-2-yl)-1-methyl-1H-pyrazol-4-yl)-2-(dimethylamino)acetamide